[Si](C)(C)(C(C)(C)C)O[C@H]1C[C@@H](O[C@@H]1CO[Si](C)(C)C(C)(C)C)N1C(NC(C=C1)=O)=O 1-[(2R,4S,5R)-4-[(tert-butyl-dimethylsilyl)oxy]-5-{[(tert-butyldimethylsilyl)oxy]methyl}oxolan-2-yl]-3H-pyrimidine-2,4-dione